C1(CC1)CNC1=NC=2C(=CC(=CC2C=2N1C=NN2)C)C(C)NC2=C(C(=O)O)C=CC=C2 2-((1-(5-((cyclopropylmethyl)amino)-9-methyl-[1,2,4]triazolo[4,3-c]quinazolin-7-yl)ethyl)amino)benzoic acid